C(#C)C1=CC(=C(C=C1)NC1=CC(=NC=C1C(=O)NOC)NC1=NC=C(C=C1)OC)N(S(=O)(=O)C)C 4-((4-Ethynyl-2-(N-methylmethanesulfonamido)phenyl)amino)-N-methoxy-6-((5-methoxypyridin-2-yl)amino)Nicotinamide